FC(C(=O)O)(F)F.NC1=NC(=NN2C1=NC=C2C=2C=C(C=CC2C)C(C(F)F)(C)O)C2=CC=NN2C 2-(3-(4-Amino-2-(1-methyl-1H-pyrazol-5-yl)imidazo[2,1-f][1,2,4]triazin-7-yl)-4-methylphenyl)-1,1-difluoropropan-2-ol trifluoroacetate salt